C1(=C(C(=CC(=C1)C)C)[B-](C1=C(C=C(C=C1C)C)C)(C1=C(C=C(C=C1C)C)C)C1=C(C=C(C=C1C)C)C)C.C1(CCCCC1)[PH+](C1=CC(=CC(=C1)CC)CC)C1CCCCC1 dicyclohexyl-(3,5-diethylphenyl)phosphonium tetramesitylborate